bisphenol A bis(3,3-difluoro-2-(trifluoromethyl) acrylate) FC(=C(C(=O)O)C(F)(F)F)F.FC(=C(C(=O)O)C(F)(F)F)F.OC1=CC=C(C=C1)C(C)(C)C1=CC=C(C=C1)O